C(#N)C1=CC(=C(COC2=CC=CC(=N2)OC2CCN(CC2)CC(=O)N)C=C1)F 2-(4-((6-((4-cyano-2-fluorobenzyl)oxy)pyridin-2-yl)oxy)piperidine-1-yl)acetamide